C(C1=CC=CC=C1)N([C@@H](COC1=NC(=NC(=C1)C1=C(C=CC=C1C)C)Cl)CC1CCCCC1)CC1=CC=CC=C1 (2R)-N,N-dibenzyl-1-[2-chloro-6-(2,6-dimethylphenyl)pyrimidin-4-yl]oxy-3-cyclohexyl-propan-2-amine